BrC1=C(C(=O)OC)C=C(C=C1)NC1=NC=C(C(=N1)NC(CC)C1=CC=CC=C1)C methyl 2-bromo-5-((5-methyl-4-((1-phenylpropyl)amino)pyrimidin-2-yl)amino)benzoate